ClC1=C(N=CN1C1=CC=CC=C1)C#N 5-chloro-1-phenyl-1H-imidazole-4-carbonitrile